6-(1-acetyl-1,2,5,6-tetrahydropyridin-3-yl)-4-chloro-7-fluoro-N,N-dimethyl-1H-indole-2-carboxamide C(C)(=O)N1CC(=CCC1)C1=CC(=C2C=C(NC2=C1F)C(=O)N(C)C)Cl